C(C1=CC=CC=C1)OC(=O)[C@H]1N(CC(C1)COCCCCNC(=O)OC(C)(C)C)C(CNC(=O)C=1C=CC=2SC3=CC=CC=C3OC2C1)=O.C(CCCCCCCCCCC)P(CCCCCCCCCCCC)CCCCCCCCCCCC tri(dodecyl)phosphine Benzyl-(2S)-4-((4-((tert-butoxycarbonyl)amino)butoxy)methyl)-1-((phenoxathiine-3-carbonyl)glycyl)pyrrolidine-2-carboxylate